1,2-di-(5Z,8Z,11Z,14Z,17Z-eicosapentaenoyl)-sn-glycero-3-phospho-(1'-sn-glycerol) CC/C=C\C/C=C\C/C=C\C/C=C\C/C=C\CCCC(=O)OC[C@H](COP(=O)(O)OC[C@H](CO)O)OC(=O)CCC/C=C\C/C=C\C/C=C\C/C=C\C/C=C\CC